FC=1C=2N(C=C(C1)NC(=O)C=1C=CC(=C3C=NN(C13)C(=C)C)N1CCN(CC1)C(=O)OC(C)(C)C)C=C(N2)C tert-butyl 4-(7-((8-fluoro-2-methylimidazo[1,2-a]pyridin-6-yl)carbamoyl)-1-(prop-1-en-2-yl)-1H-indazol-4-yl)piperazine-1-carboxylate